C(#N)C=1C(=CC(=NC1)NC(=O)N1CCCC2=CC(=C(N=C12)C=O)CN1C(CN(CC1)C)=O)NC1CS(CC1)(=O)=O N-(5-cyano-4-((1,1-dioxidotetrahydrothiophen-3-yl)amino)pyridin-2-yl)-7-formyl-6-((4-methyl-2-oxopiperazin-1-yl)methyl)-3,4-dihydro-1,8-naphthyridine-1(2H)-carboxamide